tert-butyl ((2S)-1-oxo-1-(4-(1-(2-oxoindoline-5-carboxamido)ethyl)piperidin-1-yl)propan-2-yl)carbamate O=C([C@H](C)NC(OC(C)(C)C)=O)N1CCC(CC1)C(C)NC(=O)C=1C=C2CC(NC2=CC1)=O